tert-butyl 8-chloro-7-(2-{[4-(methanesulfonylmethyl)phenyl]amino}-5H,6H,7H,8H-pyrido[3,4-d]pyrimidin-7-yl)-1H,2H,3H-pyrido[2,3-b][1,4]oxazine-1-carboxylate ClC1=C(C=NC=2OCCN(C21)C(=O)OC(C)(C)C)N2CC=1N=C(N=CC1CC2)NC2=CC=C(C=C2)CS(=O)(=O)C